FC1=CC(=CC=C1C(=O)N)N1CCC2(CC(C2)N2C(CCC2)C2=C(C=CC=C2)C(C)C)CC1 6-fluoro-4-(2-(2-(2-isopropylphenyl)pyrrolidin-1-yl)-7-azaspiro[3.5]nonan-7-yl)benzamide